5-(2-(2-aminopyridin-3-yl)-5-(1H-pyrazol-1-yl)-3H-imidazo[4,5-b]pyridin-3-yl)-2,3-dihydro-1H-inden-1-one NC1=NC=CC=C1C1=NC=2C(=NC(=CC2)N2N=CC=C2)N1C=1C=C2CCC(C2=CC1)=O